NC1=CC=C(C=C1)S(=O)(=O)NC(C)(C)C 4-amino-N-tert-butylbenzenesulfonamide